4-(6-aminopyridin-3-yl)-2,6-dimethylpiperazine-1-carboxylic acid tert-butyl ester C(C)(C)(C)OC(=O)N1C(CN(CC1C)C=1C=NC(=CC1)N)C